4-cyclopropyl-1H-imidazole C1(CC1)C=1N=CNC1